C(C)[C@H]1[C@H]2C(N[C@@H]([C@H]12)COC1=NC=CC2=CC(=C(C=C12)OC)C(=O)N)=O 1-(((1R,2S,5R,6R)-6-ethyl-4-oxo-3-azabicyclo[3.1.0]hexan-2-yl)methoxy)-7-methoxyisoquinoline-6-carboxamide